2-(6-(6-(1-(4-methoxyphenyl)ethyl)-3,6-diazabicyclo[3.1.1]heptan-3-yl)pyridin-3-yl)-6-methyl-N-(5-methyl-1H-pyrazol-3-yl)pyrimidin-4-amine COC1=CC=C(C=C1)C(C)N1C2CN(CC1C2)C2=CC=C(C=N2)C2=NC(=CC(=N2)NC2=NNC(=C2)C)C